NC=1C=C(C=CC1)S(=O)(=O)NC1=NC(=CC(=N1)OC1CC(CCC1)NC(OC(C)(C)C)=O)C1=C(C=CC=C1C)C tert-butyl N-[3-[2-[(3-aminophenyl)sulfonylamino]-6-(2,6-dimethylphenyl)pyrimidin-4-yl]oxycyclohexyl]carbamate